C1(=CC=CC=C1)CCC1CCNCC1 4-(2-phenylethyl)-piperidine